2'-chloro-5'-methoxy-6-methyl-N-(5-(pyrimidine-4-carbonyl)-5,6-dihydro-4H-pyrrolo[3,4-d]thiazol-2-yl)-[4,4'-bipyridine]-3-carboxamide ClC1=NC=C(C(=C1)C1=C(C=NC(=C1)C)C(=O)NC=1SC2=C(N1)CN(C2)C(=O)C2=NC=NC=C2)OC